2-(4-cyclopropyl-6-methoxypyrimidin-5-yl)-N-((6-(1-isopropyl-4-(trifluoromethyl)-1H-imidazol-2-yl)pyridin-3-yl)methyl)-N-methyl-5,7-dihydrofuro[3,4-d]pyrimidin-4-amine C1(CC1)C1=NC=NC(=C1C=1N=C(C2=C(N1)COC2)N(C)CC=2C=NC(=CC2)C=2N(C=C(N2)C(F)(F)F)C(C)C)OC